isethionic acid (isethionate) S(=O)(=O)(O)CCO.S(=O)(=O)(O)CCO